5-(4-(tert-butoxycarbonyl)piperazin-1-yl)-3-isopropyl-6-methyl-1H-indole-1-carboxylic acid tert-butyl ester C(C)(C)(C)OC(=O)N1C=C(C2=CC(=C(C=C12)C)N1CCN(CC1)C(=O)OC(C)(C)C)C(C)C